5-(4-bromophenyl)-7-(4-methylthiazol-2-yl)-5,7-diazaspiro[2.5]octan-6-one BrC1=CC=C(C=C1)N1CC2(CC2)CN(C1=O)C=1SC=C(N1)C